P(=S)(SCC)([S-])[O-].[NH4+].[NH4+] ammonium ethyl trithiophosphate